biphenyl-4,4'-diyl-bis[bis(2,4-di-t-butyl-5-methylphenoxy)phosphine] C1(=CC=C(C=C1)P(OC1=C(C=C(C(=C1)C)C(C)(C)C)C(C)(C)C)OC1=C(C=C(C(=C1)C)C(C)(C)C)C(C)(C)C)C1=CC=C(C=C1)P(OC1=C(C=C(C(=C1)C)C(C)(C)C)C(C)(C)C)OC1=C(C=C(C(=C1)C)C(C)(C)C)C(C)(C)C